(R)-(6-((dimethylamino)methyl)pyrazolo[1,5-a]pyridin-3-yl)(4-(4-(trifluoromethyl)pyrazolo[1,5-a]pyridin-2-yl)-6,7-dihydro-1H-imidazo[4,5-c]pyridin-5(4H)-yl)methanone CN(C)CC=1C=CC=2N(C1)N=CC2C(=O)N2[C@H](C1=C(CC2)NC=N1)C1=NN2C(C(=CC=C2)C(F)(F)F)=C1